FC1=C(C=C(C=N1)NC(=O)C1=C(N(C(=C1C)C(C(=O)NC1[C@@H]2CC3CC(C[C@@H]1C3)(C2)O)=O)C)C)C N-(6-fluoro-5-methylpyridin-3-yl)-5-(2-(((1R,2s,3S,5s,7s)-5-hydroxyadamantan-2-yl)amino)-2-oxoacetyl)-1,2,4-trimethyl-1H-pyrrole-3-carboxamide